ClC=1C(NC=NC1Cl)=O 5,6-dichloro-3,4-dihydropyrimidin-4-one